FC=1C=2N(C=C(C1OC(C)C)C(=O)NC=1C(N(C=CC1)C1C(C1)F)=O)C=C(N2)[C@@]21CO[C@@](C2)(C1)C (rac)-Cis-8-fluoro-N-(1-(2-fluorocyclopropyl)-2-oxo-1,2-dihydropyridin-3-yl)-7-isopropoxy-2-(1-methyl-2-oxabicyclo[2.1.1]hexan-4-yl)imidazo[1,2-a]pyridine-6-carboxamide